3-(2-(bis(methyl-d3)amino)ethyl-1,2,2-d3)-1H-indol-4-ol C([2H])([2H])([2H])N(C(C([2H])C1=CNC=2C=CC=C(C12)O)([2H])[2H])C([2H])([2H])[2H]